(E)-hepta-3,6-dien-2-ol CC(\C=C\CC=C)O